N-[2-(6-keto-7-oxa-2,5-diazaspiro[3.5]nonane-2-carbonyl)-2-azaspiro[3.3]heptan-6-yl]-3-(trifluoromethyl)benzenesulfonamide O=C1NC2(CN(C2)C(=O)N2CC3(C2)CC(C3)NS(=O)(=O)C3=CC(=CC=C3)C(F)(F)F)CCO1